5-(4-((4-(3-ethylureido)-1,3,5-triazin-2-yl)methyl)piperazin-1-yl)-6-fluoro-N-methylpicolinamide C(C)NC(NC1=NC(=NC=N1)CN1CCN(CC1)C=1C=CC(=NC1F)C(=O)NC)=O